4-(7-(2-fluoroethylamino)imidazo[1,2-a]pyridin-2-yl)phenol FCCNC1=CC=2N(C=C1)C=C(N2)C2=CC=C(C=C2)O